ClC1=C(C(=O)NC=2C=C3C=C(N(C3=CC2)C)C(=O)O)C=C(C=C1)CNC(C(C)C)=O 5-(2-Chloro-5-(isobutyrylaminomethyl)benzoylamino)-1-methyl-1H-indole-2-carboxylic acid